F[C@]1([C@H](CN(C1)C1=NO[C@@H](C1)C1=NC=C(C=C1C1=C(C=C(C=C1F)F)F)C)NS(=O)(=O)C)C N-[(3S,4R)-4-fluoro-4-methyl-1-{(5S)-5-[5-methyl-3-(2,4,6-trifluorophenyl)pyridin-2-yl]-4,5-dihydro-1,2-oxazol-3-yl}pyrrolidin-3-yl]methanesulfonamide